[Br-].C12CCCC(CCC1)B2CCCCC[PH+](C(C)(C)C)C(C)(C)C (5-(9-borabicyclo[3.3.1]nonan-9-yl)pentyl)di-tert-butylphosphonium bromide